5-(5,5'-difluoro-6'-methyl-[3,4'-bipyridin]-2'-yl)-3-(thiazol-4-yl)-1,2,4-oxadiazole FC=1C=C(C=NC1)C1=CC(=NC(=C1F)C)C1=NC(=NO1)C=1N=CSC1